N[C@](C(=O)OC)(CC)C1=CC=C(C=C1)CC Methyl (2R)-2-amino-2-(4-ethylphenyl)butanoate